COC(C1=C(N=C(C=C1)N1C=NC2=C1C=C(C(=C2)OC)OC)N2C(CCC2)=O)=O 6-(5,6-dimethoxy-1H-benzo[d]imidazol-1-yl)-2-(2-oxopyrrolidin-1-yl)nicotinic acid methyl ester